FC=1C=C2C(=CNC2=CC1F)NC(=O)C=1OC=C(N1)C=1C=NC(=C(C1)F)N1CCC(CC1)(F)F N-(5,6-difluoro-1H-indol-3-yl)-4-[6-(4,4-difluoropiperidin-1-yl)-5-fluoropyridin-3-yl]-1,3-oxazole-2-carboxamide